diethyl-(methyl)amine C(C)N(C)CC